O1C(=CC=C1)C1=NC2=CC=CC=C2C(N1CCC1=CC=CC=C1)=O 2-Furan-2-yl-3-phenethyl-3H-quinazolin-4-one